C(C)(C)(C)C1=CC=C(C=C1)C=1C=2N(C3=CC=C(C=C3N1)C(=O)O)N=CC2 4-(4-(tert-butyl)phenyl)pyrazolo[1,5-a]quinoxaline-7-carboxylic acid